5-(3-(piperidine-1-carbonyl)pyrazolo[1,5-a]pyridine-7-yl)-N-(pyridin-3-yl)nicotinamide N1(CCCCC1)C(=O)C=1C=NN2C1C=CC=C2C=2C=NC=C(C(=O)NC=1C=NC=CC1)C2